FC=1C(=CC(=C(C(=O)NC2=C(C=CC=C2C)F)C1)O[C@@H](C)CCC)N1N=C(N(C1=O)C)C(C)(C)O 5-Fluoro-N-(2-fluoro-6-methylphenyl)-4-[3-(2-hydroxypropan-2-yl)-4-methyl-5-oxo-4,5-dihydro-1H-1,2,4-triazol-1-yl]-2-[(2S)-pent-2-yloxy]benzamide